4-amino-3-methyl-3'-sulfonatoazobenzene NC1=C(C=C(C=C1)N=NC1=CC(=CC=C1)S(=O)(=O)[O-])C